FC(C1=NN=C(O1)[C@@H](C)N)(F)F (R)-1-(5-(trifluoromethyl)-1,3,4-oxadiazol-2-yl)ethanamine